4-aminophenylboronic acid hydrochloride salt Cl.NC1=CC=C(C=C1)B(O)O